CC(CCCC(=O)O)CCC=C(C)C.C(C)(=O)OCCC(C)CCC=C(C)C Citronellyl Acetate (3,7-dimethyloct-6-en-1-yl acetate)